tert-butyl (2S)-2-[[2-chloro-6-[4-[4-[5-(hydroxymethyl)-2-oxo-oxazolidin-3-yl]phenyl]sulfonylpiperazin-1-yl]-4-pyridyl]-difluoro-methyl]morpholine-4-carboxylate ClC1=NC(=CC(=C1)C([C@@H]1CN(CCO1)C(=O)OC(C)(C)C)(F)F)N1CCN(CC1)S(=O)(=O)C1=CC=C(C=C1)N1C(OC(C1)CO)=O